tert-butyl rac-(2S,4R)-4-(2-ethoxy-2-oxoethyl)-2-phenylpiperidine-1-carboxylate C(C)OC(C[C@H]1C[C@H](N(CC1)C(=O)OC(C)(C)C)C1=CC=CC=C1)=O |r|